ClC1=CC=CC=2N=C(SC21)C2=C(OC1(CCNCC1)C(=O)OC)C=CC=C2 methyl 4-[2-(7-chloro-1,3-benzothiazol-2-yl)phenoxy]piperidine-4-carboxylate